(1-methylcyclopropyl)methyl (tert-butoxycarbonyl)-L-alaninate C(C)(C)(C)OC(=O)N[C@@H](C)C(=O)OCC1(CC1)C